(2E)-3-CYCLOPENTYL-2-PROPENAL C1(CCCC1)/C=C/C=O